3-butyl-2-(4-dimethylaminobenzyl)-3-hydroxy-2,3,4,5-tetrahydro-1H-isoindol-1-one C(CCC)C1(N(C(C=2C=CCCC12)=O)CC1=CC=C(C=C1)N(C)C)O